BrC1=C(C2=CN(CN=C2C=C1)CF)F 6-bromo-5-fluoro-3-(fluoromethyl)quinazolin